(3,5-dichloro-4-((1-oxo-2-((tetrahydro-2H-pyran-4-yl)methyl)-1,2,3,4-tetrahydroisoquinolin-6-yl)oxy)phenyl)-5-oxo-4,5-dihydro-1,2,4-oxadiazole-3-carboxamide ClC=1C=C(C=C(C1OC=1C=C2CCN(C(C2=CC1)=O)CC1CCOCC1)Cl)N1C(=NOC1=O)C(=O)N